({[(1R,5S)-5-(benzyloxy)cyclopent-2-en-1-yl]methoxy}methyl)benzene C(C1=CC=CC=C1)O[C@H]1CC=C[C@@H]1COCC1=CC=CC=C1